ClC1=C(C=CC(=C1)F)CCO 2-(2-Chloro-4-fluorophenyl)ethan-1-ol